CC(=CC[SiH](OCC)OCC)C 2-methyl-1-propenylmethyldiethoxysilane